[I-].S1C2=C(C=C1)C(=CC=C2)N2CC[N+](CC2)(CCCCOC2=CC=C1C=CC(NC1=C2)=O)COP(=O)(OCCCC)OCCCC 4-(benzo[b]thiophen-4-yl)-1-(((dibutoxyphosphoryl)oxy)methyl)-1-(4-((2-oxo-1,2-dihydroquinolin-7-yl)oxy)butyl)piperazin-1-ium iodide